ethyl (6S,9R)-4-(3,5-difluoropyridin-2-yl)-6,7,8,9-tetrahydro-5H-6,9-epoxycyclohepta[b]pyridine-2-carboxylate FC=1C(=NC=C(C1)F)C1=C2C(=NC(=C1)C(=O)OCC)[C@H]1CC[C@@H](C2)O1